(3R,7R)-12-(benzyloxy)3-(((tert-butyldimethylsilyl)oxy)methyl)-N-(2,4-difluorobenzyl)-1,6,11-trioxo-1,6,7,11-tetrahydro-3H-2,7-methanopyrido[1,2-a][1,4]diazonine-10-carboxamide C(C1=CC=CC=C1)OC=1C(C(=CN2C1C(N1[C@H](C=CC([C@H]2C1)=O)CO[Si](C)(C)C(C)(C)C)=O)C(=O)NCC1=C(C=C(C=C1)F)F)=O